C(C)(=O)C1=CC=C(C=C1)N1CN2N(CC=C3C2C=2C=CC(=CC2OC3(C)C)N(CC)CC)C1 2-(4-acetylphenyl)-10-(diethylamino)-7,7-dimethyl-5,12b-dihydro-1H,7H-chromeno[4,3-c][1,2,4]triazolo[1,2-a]Pyridazine